3-(4,4,5,5-tetramethyl-1,3,2-dioxaborolan-2-yl)octahydro-6H-pyrrolo[3,4-b]pyridine-5,6-dicarboxylate CC1(OB(OC1(C)C)C1CC2C(NC1)CN(C2C(=O)[O-])C(=O)[O-])C